N-[(6-Amino-2-pyridyl)sulfonyl]-6-[6-(1,2-dimethylpropoxy)-2-pyridyl]-2-(2,2-dimethylpyrrolidin-1-yl)pyridin-3-carboxamid NC1=CC=CC(=N1)S(=O)(=O)NC(=O)C=1C(=NC(=CC1)C1=NC(=CC=C1)OC(C(C)C)C)N1C(CCC1)(C)C